(S)-Methyl 5-((1-(4-((3-chloro-4-(trifluoromethoxy)benzyl)amino)butoxy)propan-2-yl)amino)benzo[c][2,6]naphthyridine-8-carboxylate ClC=1C=C(CNCCCCOC[C@H](C)NC2=NC3=C(C4=CN=CC=C24)C=CC(=C3)C(=O)OC)C=CC1OC(F)(F)F